COC1=C(C(=O)O)C=CC(=C1OC)OC 2,3,4-Trimethoxybenzoic acid